C(C)(=O)C=1C=C(C(=O)Cl)C=CC1 m-acetyl-benzoyl chloride